N-[1-[5-amino-2-(5-chloro-2-pyridyl)-1,2,4-triazol-3-yl]ethyl]-3-chloro-5-(trifluoromethyl)benzamide NC=1N=C(N(N1)C1=NC=C(C=C1)Cl)C(C)NC(C1=CC(=CC(=C1)C(F)(F)F)Cl)=O